2-{2-[(2-Ethyl-6-piperidin-4-yl-imidazo[1,2-a]pyridin-3-yl)-methyl-amino]-thiazol-4-yl}-5-fluoro-benzonitrile C(C)C=1N=C2N(C=C(C=C2)C2CCNCC2)C1N(C=1SC=C(N1)C1=C(C#N)C=C(C=C1)F)C